C(#N)C1=C(C(=C(C(=C1)C(C)C)CC(=O)N=S(NC(=O)N)(=O)C1=CN=C(S1)[C@](CO)(C)O)C(C)C)F 2-(4-cyano-3-fluoro-2,6-diisopropylphenyl)-N-((2-((R)-1,2-dihydroxypropan-2-yl)thiazol-5-yl)(oxo)(ureido)-λ6-sulfaneylidene)acetamide